C(CS)(=O)[O-].C(CS)(=O)[O-].C(C)C(C[Sn+2](C)C)CCCC 2-ethylhexyl-di-methyl-tin bis(thioglycolate)